ethyl 4-(cyclopropylmethyl)-6-(3,5-dimethylisoxazol-4-yl)-3,4-dihydro-2H-benzo[b][1,4]oxazine-2-carboxylate C1(CC1)CN1C2=C(OC(C1)C(=O)OCC)C=CC(=C2)C=2C(=NOC2C)C